OCC=1C=C(C(=C(C1)C=O)O)C=O 5-hydroxymethyl-2-hydroxy-benzene-1,3-dicarboxaldehyde